(1R,3r)-3-((R)-3-(1-(5-(((R)-1-(2,4-dichlorophenyl)ethyl)amino)-[1,2,4]triazolo[1,5-a]pyridin-7-yl)azetidin-3-yl)piperidin-1-yl)-1-methylcyclobutane-1-carboxylic acid ClC1=C(C=CC(=C1)Cl)[C@@H](C)NC1=CC(=CC=2N1N=CN2)N2CC(C2)[C@@H]2CN(CCC2)C2CC(C2)(C(=O)O)C